BrCC=1C=NC=CC1 3-(bromomethyl)pyridine